Ethyl 1-(5-(([1,1'-biphenyl]-4-ylmethyl)carbamoyl)-4-methoxypyridin-2-yl)-1H-pyrazole-4-carboxylate C1(=CC=C(C=C1)CNC(=O)C=1C(=CC(=NC1)N1N=CC(=C1)C(=O)OCC)OC)C1=CC=CC=C1